(8-(2-fluoro-6-methoxy-4-((2-methoxyethyl)amino)-3-nitrophenyl)-1-(2-hydroxyethyl)indolizin-3-yl)(3,4,5-trifluorophenyl)methanone FC1=C(C(=CC(=C1[N+](=O)[O-])NCCOC)OC)C1=CC=CN2C(=CC(=C12)CCO)C(=O)C1=CC(=C(C(=C1)F)F)F